1-(1,3-benzodioxol-4-yl)-N-(2-thienylmethyl)methanamine O1COC2=C1C=CC=C2CNCC=2SC=CC2